C(C)(C)(C)C1(N(CCC(C1)C)C(=O)[O-])CN1CCC2(CC(C2)NC(=O)OCC2=CC=CC=C2)CC1 tert-butyl-((2-(((benzyloxy) carbonyl) amino)-7-azaspiro[3.5]non-7-yl) methyl)-4-methylpiperidine-1-carboxylate